(7S,13R)-9-(2-chloro-6-fluoro-phenyl)-3-cyclopropyl-13-(difluoromethyl)-7-methyl-16-thia-2,4,5,8-tetraazatetracyclo[8.6.0.02,6.011,15]Hexadeca-1(10),3,5,8,11(15)-pentaene ClC1=C(C(=CC=C1)F)C1=N[C@H](C2=NN=C(N2C=2SC=3C[C@@H](CC3C12)C(F)F)C1CC1)C